tert-Butyl (3S,4S)-3-[(4R)-benzyl-2-oxo-oxazolidine-3-carbonyl]-4-(1,3-thiazol-2-yl)-pyrrolidine-1-carboxylate C(C1=CC=CC=C1)[C@H]1N(C(OC1)=O)C(=O)[C@@H]1CN(C[C@H]1C=1SC=CN1)C(=O)OC(C)(C)C